5-{2-[5-chloro-2-(5-methoxyquinoline-8-sulfonamido)phenyl]ethynyl}-N,N-dimethylpyridine-2-carboxamide ClC=1C=CC(=C(C1)C#CC=1C=CC(=NC1)C(=O)N(C)C)NS(=O)(=O)C=1C=CC(=C2C=CC=NC12)OC